C(C)(C)(C)OC(=O)N1C[C@@H](CC1)C(NC(C)(C)C1=CN=C2N1C=CC=C2)=O (3R)-3-[(2-{imidazo[1,2-a]pyridin-3-yl}propan-2-yl)carbamoyl]pyrrolidine-1-carboxylic acid tert-butyl ester